C(CCC)[Al](CCCCCCCCC=C)CCCCCCCCC=C butyl-di(dec-9-en-1-yl)aluminum